O1C=NN=C1 1,3,4-oxaDiazol